Methyl 6-tert-butyl-10-methoxy-9-(2-morpholinylpyrimidin-5-yl)-2-oxo-6,7-dihydro-2H-pyrido[2,1-a]isoquinoline-3-carboxylate C(C)(C)(C)C1N2C(C3=CC(=C(C=C3C1)C=1C=NC(=NC1)N1CCOCC1)OC)=CC(C(=C2)C(=O)OC)=O